COC1=C(C=CC=C1)N1C(=NC2=C(C1=O)SCC2)SCC(=O)N 2-[[3,4,6,7-tetrahydro-3-(2-methoxyphenyl)-4-oxothieno[3,2-d]pyrimidin-2-yl]thio]acetamide